4-chloro-2-(6-chloro-3-pyridinyl)-2H-pyrazole ClC1=CN(N=C1)C=1C=NC(=CC1)Cl